C1(CCC1)OC1=C(C(=NS1)C)C1=CC(=C(C(=C1)F)N1CCCC1)F 1-[4-(5-Cyclobutoxy-3-methyl-isothiazol-4-yl)-2,6-difluoro-phenyl]-pyrrolidine